7-(2,5-diphenyloxazol-4-yl)-3-((4-methoxybenzyl)(methyl)amino)-1,7-naphthyridin-8(7H)-one C1(=CC=CC=C1)C=1OC(=C(N1)N1C=CC=2C=C(C=NC2C1=O)N(C)CC1=CC=C(C=C1)OC)C1=CC=CC=C1